N,N-Diethyl-3-aminopropyltrimethoxysilane CCN(CC)CCC[Si](OC)(OC)OC